CC1C=C(CCN1C(=O)OC(C)(C)C)C=1SC2=C(N1)C=CC(=C2)C2=CC1=CN(N=C1C=C2)C tert-butyl 6-methyl-4-(6-(2-methyl-2H-indazol-5-yl) benzo[d]thiazol-2-yl)-3,6-dihydropyridine-1(2H)-carboxylate